(3-(4-Methylpiperidinyl)propionyl)-5-methyl-7-hydroxycoumarin hydrochloride Cl.CC1CCN(CC1)CCC(=O)C=1C(OC2=CC(=CC(=C2C1)C)O)=O